8-Chloro-2-(p-trifluoromethoxyphenyl)-1,2-dihydro-2,3,7-triaza-1-bora-1-naphthol ClC=1N=CC=C2C=NN(B(C12)O)C1=CC=C(C=C1)OC(F)(F)F